N-methoxy-N-methyl-4-(2,2,2-trifluoroethyl)isoxazole-3-carboxamide CON(C(=O)C1=NOC=C1CC(F)(F)F)C